(2S)-1-amino-3-{3'-[(methylsulfonyl)oxy]biphenyl-4-yl}-1-oxopropan NC(CCC1=CC=C(C=C1)C1=CC(=CC=C1)OS(=O)(=O)C)=O